6-methylpyridine-2,3,5-triamine CC1=C(C=C(C(=N1)N)N)N